1-(3-cyano-4-((2,4-dichlorophenyl)amino)-7-ethoxyquinolin-6-yl)-3-(1-ethylpiperidin-4-yl)urea C(#N)C=1C=NC2=CC(=C(C=C2C1NC1=C(C=C(C=C1)Cl)Cl)NC(=O)NC1CCN(CC1)CC)OCC